ClC1=NN2C(N=CC(=C2[C@H](C)OC)NC(N)=O)=C1 3-(2-chloro-7-((S)-1-methoxyethyl)pyrazolo[1,5-a]pyrimidine-6-yl)urea